C12(CC3CC(CC(C1)C3)C2)CN 1-adamantylmethanamine